N-(4-{4-Chloro-2-[(3-methyl-1-azetidinyl)carbonyl]phenyl}-6-cyclopropyl-2-pyridyl)-1-cyclopropyl-5-{[(S)-2-methoxypropylamino]methyl}-2-oxo-1,2-dihydronicotinamide ClC1=CC(=C(C=C1)C1=CC(=NC(=C1)C1CC1)NC(C=1C(N(C=C(C1)CNC[C@H](C)OC)C1CC1)=O)=O)C(=O)N1CC(C1)C